methyl 4-(1-methoxycarbonyl-cyclobutylamino)-2-fluoro-benzoate COC(=O)C1(CCC1)NC1=CC(=C(C(=O)OC)C=C1)F